15-chloro-21-(difluoromethoxy)-16-methoxy-18,18-dioxo-8,11-dioxa-18λ6-thia-19-azatetracyclo[18.3.1.113,17.02,7]pentacosa-1(23),2(7),3,5,13(25),14,16,20(24),21-nonaen-12-one ClC1=CC=2C(OCCOC=3C=CC=CC3C3=CC=C(C(NS(C(=C1OC)C2)(=O)=O)=C3)OC(F)F)=O